CC1=NN(C(=C1C=1C=CC(=NC1F)NC([C@H](C1CCC(CC1)C)NC(=O)C=1N(N=CC1)C)=O)C)COCC[Si](C)(C)C N-[(1S)-2-[[5-[3,5-dimethyl-1-(2-trimethylsilylethoxymethyl)pyrazol-4-yl]-6-fluoro-2-pyridyl]amino]-1-(4-methylcyclohexyl)-2-oxo-ethyl]-2-methyl-pyrazole-3-carboxamide